C1(CCCC1)C1=CC(=NS1)NC(CC1=CC(=NO1)C)=O N-(5-cyclopentylisothiazol-3-yl)-2-(3-methylisoxazol-5-yl)acetamide